C(C1=CC=CC=C1)NP(C1=CC(=CC=C1)[Si](CCC)(CCC)CCC)C1=CC(=CC=C1)[Si](CCC)(CCC)CCC N-benzyl-1,1-bis(3-(tripropylsilyl)phenyl)phosphanamine